BrC=1C=C(C(=NC1)F)NC(=O)C1=CC=NN1 N-(5-bromo-2-fluoropyridin-3-yl)-1H-pyrazole-5-carboxamide